7-cyclopropyl-6-[(1-naphthyl)methyl]-4-oxo-1-thia-3a-aza-3-indanecarboxylic acid C1(CC1)C=1C(=CC(N2C(CSC12)C(=O)O)=O)CC1=CC=CC2=CC=CC=C12